(2S)-3-hydroxy-2-{4-[(2-methylpentyl)oxy]phenyl}-N-[(1R)-1-(3-methylphenyl)ethyl]acrylamide OC=C(C(=O)N[C@H](C)C1=CC(=CC=C1)C)C1=CC=C(C=C1)OC[C@H](CCC)C